6H,7H,8H-[1,2,4]triazolo[4,3-a]pyridin-8-ol N=1N=CN2C1C(CCC2)O